COC1=NC(=CC(=N1)C(=O)N[C@H]1C[C@H](CCC1)NC1=CC(=NC2=CC=CC=C12)C(F)(F)F)OC 2,6-dimethoxy-N-[(1R,3S)-3-{[2-(trifluoromethyl)quinolin-4-yl]amino}cyclohexyl]pyrimidine-4-carboxamide